C(CCCCC)C1N(CCCNC1)C(=O)OOC1=C(C(=CC(=C1)C(=O)OCCCBr)OC)OC 5-[(3-bromopropoxy)carbonyl]-2,3-dimethoxyphenoxy [hexyl]-1,4-diazepane-1-carboxylate